O=C1N(CC(C1)CCC)CN1C(=NC=C1)C(=O)N 1-[(2-oxo-4-propylpyrrolidin-1-yl)methyl]-1H-imidazole-2-carboxamide